FC1=C(C=CC(=C1)C(F)(F)F)C1=CC=C(S1)C1CC(=CC(C1)=O)O 5-(5-(2-fluoro-4-(trifluoromethyl)phenyl)thiophen-2-yl)-3-hydroxycyclohex-2-en-1-one